methyl ethyl oxide C(C)OC